Tert-butyl(8-(4-(4-cyano-3-fluorophenyl)furan-2-carbonyl)-8-azabicyclo[3.2.1]octane-3-yl)carbamate C(C)(C)(C)OC(NC1CC2CCC(C1)N2C(=O)C=2OC=C(C2)C2=CC(=C(C=C2)C#N)F)=O